N-(tert-butyl)-2-(N-(4-(tert-butyl)phenyl)-2-chloroacetamido)-2-(pyridin-3-yl)acetamide C(C)(C)(C)NC(C(C=1C=NC=CC1)N(C(CCl)=O)C1=CC=C(C=C1)C(C)(C)C)=O